C(C=C)(=O)OC=CCCC pentenyl acrylate